Cl.N[C@H](CC(=O)O)CC#C (S)-3-amino-5-hexynoic acid hydrochloride